ClC1=C(C(=NC=N1)N)C1CCC1 6-chloro-5-cyclobutylpyrimidin-4-amine